[Si](C)(C)(C(C)(C)C)OC(COC1=NN(C=C1)C1=CC=C(C(=N1)Cl)C(=O)O)C1(CC1)C(F)(F)F 6-[3-[2-[tert-Butyl(dimethyl)silyl]oxy-2-[1-(trifluoromethyl)cyclopropyl]ethoxy]pyrazol-1-yl]-2-chloro-pyridine-3-carboxylic acid